2-(1'-(cis-4-isopropyl-cyclohexyl)-3-oxo-7-phenyl-1H-spiro[isoquinoline-4,4'-piperidin]-2(3H)-yl)acetamide C(C)(C)[C@H]1CC[C@H](CC1)N1CCC2(CC1)C(N(CC1=CC(=CC=C12)C1=CC=CC=C1)CC(=O)N)=O